(6S)-4-(4-chlorophenyl)-N-[4-[[(2E)-3-(3-pyridinyl)-1-oxo-2-propen-1-yl]amino]phenyl]-2,3,9-trimethyl-6H-thieno[3,2-f][1,2,4]triazolo[4,3-a][1,4]diazepine-6-acetamide ClC1=CC=C(C=C1)C1=N[C@H](C=2N(C3=C1C(=C(S3)C)C)C(=NN2)C)CC(=O)NC2=CC=C(C=C2)NC(\C=C\C=2C=NC=CC2)=O